CN1CC(CCCC1)NC1=C2C(=C(N=N1)C1=C(C=C(C=C1)C(F)(F)F)O)C=NC=C2 2-{1-[(1-methylazepan-3-yl)amino]pyrido[3,4-d]pyridazin-4-yl}-5-(trifluoromethyl)phenol